1-(5-((5-chloro-4-(3-(pyridin-2-yl)pyrrolidin-1-yl)pyrimidin-2-yl)amino)pyridin-3-yl)pyrrolidin-2-one ClC=1C(=NC(=NC1)NC=1C=C(C=NC1)N1C(CCC1)=O)N1CC(CC1)C1=NC=CC=C1